FC=1C(=CC(N(C1)C)=O)S(=O)(=O)Cl 5-fluoro-1-methyl-2-oxo-1,2-dihydropyridine-4-sulfonyl chloride